Cl.Cl.[C@H]12CN(C[C@H](CC1)N2)C2=NC(=NC1=C(C(=C(C=C21)Cl)C2=CC(=CC1=CC=CC=C21)O)F)C21CC(C2)(C1)N(C)C 4-((S or R)-4-((1R,5S)-3,8-diazabicyclo[3.2.1]oct-3-yl)-6-chloro-2-(3-(dimethylamino)bicyclo[1.1.1]pentan-1-yl)-8-fluoroquinazolin-7-yl)naphthalen-2-ol dihydrochloride